2-ethoxycarbonyloxyimino-1-phenylpropane C(C)OC(=O)ON=C(CC1=CC=CC=C1)C